NCCNC(CNC(=O)N1C=CC2=C1N=CN=C2N(C)[C@H]2CN(CC[C@H]2C)C(CC#N)=O)=O N-[2-(2-aminoethylamino)-2-oxo-ethyl]-4-[[(3R,4R)-1-(2-cyanoacetyl)-4-methyl-3-piperidinyl]-methyl-amino]pyrrolo[2,3-d]pyrimidine-7-carboxamide